(5-(4-chlorophenyl)-6,7-dihydro-5H-pyrrolo[2,1-c][1,2,4]triazol-3-yl)-N-methyl-1H-indazol-3-amine ClC1=CC=C(C=C1)C1CCC2=NN=C(N21)N2N=C(C1=CC=CC=C21)NC